C1(CC1)C=1C(=NSC1C(=O)NC1=CC(=NC=C1)C(F)(F)F)C1=C2C(=NC=C1)N(C=C2)C 4-cyclopropyl-3-{1-methylpyrrolo[2,3-b]pyridin-4-yl}-N-[2-(trifluoromethyl)pyridin-4-yl]-1,2-thiazole-5-carboxamide